ClC1=NC=NC(=C1F)Cl 4,6-dichloro-5-fluoro-pyrimidine